BrC1=CC=C(C=C1)C=1N=C2SC3=C(N2C1)C=CC(=C3)C(=O)O 2-(4-bromophenyl)benzo[d]imidazo[2,1-b]thiazole-7-carboxylic acid